tert-butyl 4-(4-(2,6-dioxopiperidin-3-yl)-2-methoxyphenyl)piperazine-1-carboxylate O=C1NC(CCC1C1=CC(=C(C=C1)N1CCN(CC1)C(=O)OC(C)(C)C)OC)=O